3,5-dihydroxy-4-isopropyl-trans-stilbene OC=1C=C(C=C(C1C(C)C)O)\C=C\C1=CC=CC=C1